5-bromo-2-(5-{[(tert-butyldimethylsilyl)oxy]methyl}-1,2-oxazol-3-yl)pyrimidine BrC=1C=NC(=NC1)C1=NOC(=C1)CO[Si](C)(C)C(C)(C)C